ClC=1C=CC2=C(N=C(S2)CC(C(C)C)O)C1 (5-Chlorobenzothiazol-2-yl)-3-methylbutan-2-ol